CC(C)(COP(=O)(O)OP(=O)(O)OC[C@@H]1[C@H]([C@H]([C@@H](O1)N2C=NC3=C(N=CN=C32)N)O)OP(=O)(O)O)[C@H](C(=O)NCCC(=O)NCCSC(=O)CCC4=CC(=CC=C4)O)O The molecule is an acyl-CoA that results from the formal condensation of the thiol group of coenzyme A with the carboxy group of 3-(3-hydroxyphenyl)propanoic acid. It derives from a 3-(3-hydroxyphenyl)propanoic acid. It is a conjugate acid of a 3-(m-hydroxyphenyl)propanoyl-CoA(4-).